[O-2].[Fe+2].[Co+2].[O-2] Cobalt-iron oxide